(2S,3R)-3-((2-amino-6-methylpyridin-4-yl)methyl)-N2-(1-methyl-1H-pyrazol-3-yl)-N1-((R)-1-(2-fluoro-5-methylphenyl)propyl)-N2-methyl-4-oxoazetidine-1,2-dicarboxamide NC1=NC(=CC(=C1)C[C@@H]1[C@H](N(C1=O)C(=O)N[C@H](CC)C1=C(C=CC(=C1)C)F)C(=O)N(C)C1=NN(C=C1)C)C